(2S)-benzyl-2-(2-benzyl-3-(N-(benzyloxy)formamido)propanamido)-3-phenyl-propanoic Acid C(C1=CC=CC=C1)C(C(=O)O)(CC1=CC=CC=C1)NC([C@H](CN(C=O)OCC1=CC=CC=C1)CC1=CC=CC=C1)=O